C(C1=CC=CC=C1)OC=1C(=C(C(=NC1)F)Cl)[C@@H](CCC=C)N[S@@](=O)C(C)(C)C (S)-N-((R)-1-(5-(Benzyloxy)-3-chloro-2-fluoropyridin-4-yl)pent-4-en-1-yl)-2-methylpropane-2-sulfinamide